C(C)(C)(C)OC(=O)C1=NC=C(C=N1)Br.NC1=CC=C(OC2=CC=C(C=C2)C(C)(C)C2=CC=C(C=C2)OC2=CC=C(C=C2)N)C=C1 bis[4-(p-aminophenoxy)phenyl]propane tert-butyl-5-bromopyrimidine-2-carboxylate